4-[5-(aminomethyl)pyrimidin-2-yl]-3-[2-methyl-5-(1-methylpyrazol-3-yl)pyrazol-3-yl]oxybenzonitrile NCC=1C=NC(=NC1)C1=C(C=C(C#N)C=C1)OC=1N(N=C(C1)C1=NN(C=C1)C)C